C[C@H]1C[C@@H](NCC1)C(=O)O (2r,4r)-4-methyl-2-piperidinecarboxylic acid